3-FLUORO-4-[(3-FORMYLPIPERIDIN-1-YL)METHYL]BENZAMIDE FC=1C=C(C(=O)N)C=CC1CN1CC(CCC1)C=O